(S)-3-(4-(2-(4-((R)-2-acetoxy-3-chloropropoxy)phenyl)propan-2-yl)-2,6-dichlorophenoxy)propane-1,2-diyl diacetate C(C)(=O)OC[C@H](COC1=C(C=C(C=C1Cl)C(C)(C)C1=CC=C(C=C1)OC[C@H](CCl)OC(C)=O)Cl)OC(C)=O